BrC[C@@H]1CCC(N1)=O (S)-5-bromomethyl-2-pyrrolidone